(R)-N-(5-(4-(4-chloro-5-fluoro-2-(2-hydroxypropan-2-yl)phenylamino)-1,3,5-triazin-2-ylamino)-2-(3-(dimethylamino)pyrrolidin-1-yl)-4-methoxyphenyl)acrylamide ClC1=CC(=C(C=C1F)NC1=NC(=NC=N1)NC=1C(=CC(=C(C1)NC(C=C)=O)N1C[C@@H](CC1)N(C)C)OC)C(C)(C)O